ClC1=NC=C2C(=N1)N(N=C2)C[C@H]2N(CCCC2)C(C)=O (S)-1-(2-((6-chloro-1H-pyrazolo[3,4-d]pyrimidin-1-yl)methyl)piperidin-1-yl)ethan-1-one